5-Bromoacetyl-2-hydroxy-benzamide BrCC(=O)C=1C=CC(=C(C(=O)N)C1)O